COC=1C=C(C=CC1OC)/C=C/C1=NC=2N(C(N(C(C2N1)=O)CC)=O)CC (E)-8-[2-(3,4-dimethoxyphenyl)vinyl]-1,3-diethyl-3,7-dihydro-1H-purine-2,6-dione